CC1=CC=C(S1)C1(CC1)C(=O)N (5-methylthiophen-2-yl)cyclopropane-1-carboxamide